2-(2-Methylphenoxy)-4-nitronaphthalen-1-amine CC1=C(OC2=C(C3=CC=CC=C3C(=C2)[N+](=O)[O-])N)C=CC=C1